CC1=C(C=CC(=C1)C)NC(=O)N1CCC(CC1)CC1=CN(C2=CC=CC=C12)C N-(2,4-dimethylphenyl)-4-((1-methyl-1H-indol-3-yl)methyl)piperidine-1-carboxamide